ClC1=CC2=C(C(=NO2)N2C(N3[C@H](C2)C([C@@H](C3)NS(=O)(=O)C)(F)F)=O)C(=C1)C1=C(C=CC=C1F)F N-{(6R,7aR)-2-[6-chloro-4-(2,6-difluorophenyl)-1,2-benzoxazol-3-yl]-7,7-difluoro-3-oxohexahydro-1H-pyrrolo[1,2-c]imidazol-6-yl}methanesulfonamide